ClC1=CC(=C(C(=C1)F)NC=1N(C2=NC(=NC=C2N1)N[C@@H]1C[C@H](CCC1)O)C1CCC(CC1)(C(=O)N)C)F (1R,4s)-4-(8-(4-chloro-2,6-difluorophenylamino)-2-((1S,3S)-3-hydroxycyclohexylamino)-9H-purin-9-yl)-1-methylcyclohexanecarboxamide